ClC=1C=C(C=C(C1OC=1C=C2C=C(C(N(C2=CC1)COCC[Si](C)(C)C)=O)C)Cl)N=CN(C)C N'-[3,5-dichloro-4-[[3-methyl-2-oxo-1-(2-trimethylsilylethoxymethyl)-6-quinolyl]oxy]phenyl]-N,N-dimethyl-formamidine